(1-(2-chloro-5-((1-methylcyclopropyl)ethynyl)pyridin-4-yl)-4-methylpiperidin-4-yl)methanol ClC1=NC=C(C(=C1)N1CCC(CC1)(C)CO)C#CC1(CC1)C